C1(=CC(=CC=C1)C(=O)NCCC1=CC(=NO1)C(=O)OCC)C1=CC=CC=C1 ethyl 5-(2-([1,1'-biphenyl]-3-carboxamido)ethyl)isoxazole-3-carboxylate